6-(4-fluoro-2-methylphenyl)-2-(2-fluoropyridin-4-yloxymethyl)imidazo[1,2-a]pyrimidine FC1=CC(=C(C=C1)C=1C=NC=2N(C1)C=C(N2)COC2=CC(=NC=C2)F)C